CC1=CC(=NC(=N1)C1CCC2(OCCO2)CC1)NC1=NNC(=C1)C 6-methyl-N-(5-methyl-1H-pyrazol-3-yl)-2-(1,4-dioxaspiro[4.5]decan-8-yl)pyrimidin-4-amine